methyl-7-methoxy-3-[4-(methoxycarbonylamino)phenyl]imidazo[1,2-a]pyridine-6-carboxylic acid CC=1N=C2N(C=C(C(=C2)OC)C(=O)O)C1C1=CC=C(C=C1)NC(=O)OC